C(C)(C)(C)C1=CC(=NC=C1)N1C(=NC2=C1C=C(C=C2)O)C2=C(C=CC=C2C)C 1-(4-(tert-butyl)pyridin-2-yl)-2-(2,6-dimethylphenyl)-1H-benzo[d]imidazol-6-ol